tert-butyl ((6-(methylthio)-1,2,4,5-tetrazin-3-yl)methyl)carbamate CSC1=NN=C(N=N1)CNC(OC(C)(C)C)=O